(1S,3R)-3-(2-cyanoacetamido)-N-(4-(2,2-dimethylindolin-4-yl)-5-methylpyridin-2-yl)cyclohexane-1-carboxamide C(#N)CC(=O)N[C@H]1C[C@H](CCC1)C(=O)NC1=NC=C(C(=C1)C1=C2CC(NC2=CC=C1)(C)C)C